(R)-5-(2-(dimethylamino)ethoxy)-N-(1-(3-(1-ethyl-1H-pyrazol-3-yl)-5-(1-((5-methyl-1,3,4-oxadiazol-2-yl)methyl)-1H-pyrazol-4-yl)phenyl)ethyl)-2-methylbenzamide CN(CCOC=1C=CC(=C(C(=O)N[C@H](C)C2=CC(=CC(=C2)C=2C=NN(C2)CC=2OC(=NN2)C)C2=NN(C=C2)CC)C1)C)C